p-coumaryl-(4-hydroxycinnamyl) alcohol C(\C=C\C1=CC=C(C=C1)O)C(C=CC1=CC=C(C=C1)O)O